C1(CCC1)C1=CC(=C(C(=O)OC)C=C1C1=NN=C(N1)C)C Methyl 4-cyclobutyl-2-methyl-5-(5-methyl-4H-1,2,4-triazol-3-yl)benzoate